FC(C1=CC(=C(C(=O)OC)C(=C1)F)F)F methyl 4-(difluoromethyl)-2,6-difluorobenzoate